CN([C@H]1CN(CC1)C1=NC=C(C(=N1)OCC)C(=O)O)C (R)-2-(3-(dimethylamino)pyrrolidin-1-yl)-4-ethoxypyrimidine-5-carboxylic acid